2-(4-(9,10-bis(naphthalene-2-yl)anthracen-2-yl)phenyl)-1-phenyl-1H-benzo[D]imidazole C1=C(C=CC2=CC=CC=C12)C=1C2=CC=CC=C2C(=C2C=CC(=CC12)C1=CC=C(C=C1)C1=NC2=C(N1C1=CC=CC=C1)C=CC=C2)C2=CC1=CC=CC=C1C=C2